6-chloro-5-(5-methoxypyridin-3-yl)-2-(6-(4-(oxetan-3-yl)piperazin-1-yl)pyridin-3-yl)-1H-indole ClC1=C(C=C2C=C(NC2=C1)C=1C=NC(=CC1)N1CCN(CC1)C1COC1)C=1C=NC=C(C1)OC